FC(C1=NN=C(O1)C1=CC(=C(CN(C(=O)N2CCS(CC2)(=O)=O)C2=CC=C(C=C2)F)C=C1)F)F N-(4-(5-(difluoromethyl)-1,3,4-oxadiazol-2-yl)-2-fluorobenzyl)-N-(4-fluorophenyl)thiomorpholine-4-carboxamide 1,1-dioxide